N1N=CC(=C1)C1=CC=C(CNC=2C=CC(=C(C2)NC(CCC=2OC=CC2)=O)F)C=C1 N-(5-((4-(1H-pyrazole-4-yl)benzyl)amino)-2-fluorophenyl)-3-(furan-2-yl)propanamide